1-(3-benzyl-3-(1-(4-fluorophenyl)-6-methyl-1H-indazol-5-yl)pyrrolidin-1-yl)-4-(4-(hydroxymethyl)-3-methoxyphenoxy)butan-1-one C(C1=CC=CC=C1)C1(CN(CC1)C(CCCOC1=CC(=C(C=C1)CO)OC)=O)C=1C=C2C=NN(C2=CC1C)C1=CC=C(C=C1)F